FC=1C=CN2C(=NN=C(C21)C2=C(C=C(C=C2)C(F)(F)F)O)N[C@H]2CN(CCC2)C 2-(8-fluoro-4-{[(3R)-1-methylpiperidin-3-yl]amino}pyrrolo[1,2-d][1,2,4]triazin-1-yl)-5-(trifluoromethyl)phenol